COC([C@H](CC1=C2C=CC=NC2=C(C=C1)NC(NC=1C(=NC=CC1)C(=O)OC)=O)NC(C1=CC=CC=C1)(C1=CC=CC=C1)C1=CC=CC=C1)=O Methyl (S)-3-(3-(5-(3-methoxy-3-oxo-2-(tritylamino)propyl)quinolin-8-yl)ureido)picolinate